BrC1=CC(=CC2=C1N=C(S2)C)F 4-bromo-6-fluoro-2-methyl-1,3-benzothiazole